6-(3-(dimethylamino)azetidin-1-yl)pyridin-3-amine CN(C1CN(C1)C1=CC=C(C=N1)N)C